1-{3-[(E)-2-[4-(trifluoromethyl)phenyl]vinyl]azetidin-1-yl}prop-2-en-1-one FC(C1=CC=C(C=C1)/C=C/C1CN(C1)C(C=C)=O)(F)F